Benzyl 3-((6-(4-chloro-3-(difluoromethoxy)phenyl)pyrazin-2-yl)methyl)-2-oxooxazolidine-5-carboxylate ClC1=C(C=C(C=C1)C1=CN=CC(=N1)CN1C(OC(C1)C(=O)OCC1=CC=CC=C1)=O)OC(F)F